4-((4-aminophenyl)thio)-3-ethoxyaniline NC1=CC=C(C=C1)SC1=C(C=C(N)C=C1)OCC